(1H-imidazol-2-yl)(2-methoxy-4-(trifluoromethyl)phenyl)methanone 4-(3-(2,4-dioxotetrahydropyrimidin-1(2H)-yl)-1-methyl-1H-indazol-6-yl)piperazine-1-carboxylate O=C1N(CCC(N1)=O)C1=NN(C2=CC(=CC=C12)N1CCN(CC1)C(=O)O)C.N1C(=NC=C1)C(=O)C1=C(C=C(C=C1)C(F)(F)F)OC